N-[4-[5,7-difluoro-2-(4-fluorophenyl)-1H-indol-3-yl]butyl]acetamide tert-Butyl-((1S,3R)-3-((2-acetyl-6-cyclopropylpyridin-3-yl)oxy)cyclopentyl)carbamate C(C)(C)(C)N(C(O)=O)[C@@H]1C[C@@H](CC1)OC=1C(=NC(=CC1)C1CC1)C(C)=O.FC=1C=C2C(=C(NC2=C(C1)F)C1=CC=C(C=C1)F)CCCCNC(C)=O